N-(3-methyl-4-((1-(3-(1-methyl-1H-pyrazol-4-yl)naphthalen-1-yl)ethyl)carbamoyl)benzyl)thiazole-4-carboxamide CC=1C=C(CNC(=O)C=2N=CSC2)C=CC1C(NC(C)C1=CC(=CC2=CC=CC=C12)C=1C=NN(C1)C)=O